O[C@H]1C=2C=CC(=CC2CC[C@@H]1[C@H]1N2C(C3=CC=CC=C13)=CN=C2)S(=O)(=O)N (5R,6R)-5-hydroxy-6-((R)-5H-imidazo[5,1-a]isoindol-5-yl)-5,6,7,8-tetrahydronaphthalene-2-sulfonamide